ClC1=CC2=C(N=N1)SC(=C2)C2CC1(CN(C1)C(=O)OC(C)(C)C)C2 tert-butyl 6-{3-chlorothieno[2,3-c]pyridazin-6-yl}-2-azaspiro[3.3]heptane-2-carboxylate